(4-(trimethylsilyl)phenyl)diphenylsilane C[Si](C1=CC=C(C=C1)[SiH](C1=CC=CC=C1)C1=CC=CC=C1)(C)C